ClC=1C(=CC(=C(C1)NS(=O)(=O)C1=CNC(=C1)C1=C(C=CC(=C1)Cl)F)F)C#N N-(5-chloro-4-cyano-2-fluorophenyl)-5-(5-chloro-2-fluorophenyl)-1H-pyrrole-3-sulfonamide